COC(=O)C12CC(C1)(C2)COS(=O)(=O)C 3-[(methylsulfonyloxy)methyl]bicyclo[1.1.1]pentane-1-carboxylic acid methyl ester